C(N)(=O)C1=NN(C2=CC(=CC=C12)C(NS(=O)(=O)C1CC1)=O)C(=O)OC(C)(C)C tert-Butyl 3-carbamoyl-6-((cyclopropylsulfonyl)carbamoyl)-1H-indazole-1-carboxylate